2-[2-[[4-[[3-[4-(Cyanomethoxy)-2,3-difluoro-phenyl]imidazo[1,2-a]pyrazin-8-yl]amino]-2-ethyl-benzoyl]amino]ethoxy]ethyl-trimethyl-ammonium iodide [I-].C(#N)COC1=C(C(=C(C=C1)C1=CN=C2N1C=CN=C2NC2=CC(=C(C(=O)NCCOCC[N+](C)(C)C)C=C2)CC)F)F